2-[(1S,4S,5R)-5-[[5-cyclopropyl-3-(2,6-dichlorophenyl)-1,2-oxazol-4-yl]methoxy]-2-azabicyclo[2.2.1]heptan-2-yl]-4-[(3R)-oxolan-3-yl]-1,3-benzothiazole-6-carboxylic acid C1(CC1)C1=C(C(=NO1)C1=C(C=CC=C1Cl)Cl)CO[C@H]1[C@@H]2CN([C@H](C1)C2)C=2SC1=C(N2)C(=CC(=C1)C(=O)O)[C@@H]1COCC1